IC=1[C@]2(C)[C@@H](CC1)[C@@H]1CC=C3CCCC[C@]3(C)[C@H]1CC2 17-iodo-androsta-5,16-diene